4-(2-hydroxypropan-2-yl)-N-((5-(imidazo[1,2-a]pyridin-7-yl)-2,3-dihydro-1H-inden-4-yl)carbamoyl)thiophene-2-sulfonamide OC(C)(C)C=1C=C(SC1)S(=O)(=O)NC(NC1=C2CCCC2=CC=C1C1=CC=2N(C=C1)C=CN2)=O